C(C)ON=C(N)C1=NC(=C(C(=C1)C)S(=O)(=O)C)C1=NC2=C(N1C)C=CC(=C2)C(F)(F)F N'-ethoxy-4-Methyl-5-Methylsulfonyl-6-[1-Methyl-5-(trifluoromethyl)benzimidazol-2-yl]Pyridine-2-carboxamidine